F[C@H]1C[C@H](N2N=C(N=C21)C(=O)N[C@@H]2C(N(C=1N(CC2)N=CC1)C)=O)C1=CC=CC=C1 |r| rac-(5S,7S)-7-fluoro-5-phenyl-N-[rac-(6S)-4-methyl-5-oxo-7,8-dihydro-6H-pyrazolo[1,5-a][1,3]diazepin-6-yl]-6,7-dihydro-5H-pyrrolo[1,2-b][1,2,4]triazole-2-carboxamide